(3R,4R)-1-cyclohexyl-4-{[5-(2,4-difluoro-phenyl)-oxazole-2-carbonyl]-amino}-piperidine-3-carboxylic acid dimethylamide CN(C(=O)[C@@H]1CN(CC[C@H]1NC(=O)C=1OC(=CN1)C1=C(C=C(C=C1)F)F)C1CCCCC1)C